NC(C(=O)O)CC1=C(C=CC=C1)Cl amino-3-(2-chlorophenyl)-propionic acid